3,5-dimethyl-heptanediol dibenzoate C(C1=CC=CC=C1)(=O)OC(CC(CC(CC)C)C)OC(C1=CC=CC=C1)=O